5-(7-bromo-2,8-difluoro-6-nitroquinazolin-4-yl)-N,N-dimethyl-5,6,7,8-tetrahydro-4H-pyrazolo[1,5-a][1,4]diazepine-2-formamide BrC1=C(C=C2C(=NC(=NC2=C1F)F)N1CC=2N(CCC1)N=C(C2)C(=O)N(C)C)[N+](=O)[O-]